4-{Bis[(4-methoxyphenyl)methyl]amino}pyrimidine-5-carbaldehyde COC1=CC=C(C=C1)CN(C1=NC=NC=C1C=O)CC1=CC=C(C=C1)OC